methyl-(E)-(3-(4-butoxy-3-methoxyphenyl)acryloyl)-D-leucine CN([C@H](CC(C)C)C(=O)O)C(\C=C\C1=CC(=C(C=C1)OCCCC)OC)=O